tert-butyl N-[4-[1-[(6-chloro-5-cyano-2-methylsulfonyl-pyrimidin-4-yl)-ethyl-amino]ethyl]-1,2,5-thiadiazol-3-yl]carbamate ClC1=C(C(=NC(=N1)S(=O)(=O)C)N(C(C)C=1C(=NSN1)NC(OC(C)(C)C)=O)CC)C#N